4-(Aminomethyl)phenyl 6-(chloromethyl)-2-oxo-2H-chromene-3-carboxylate hydrochloride Cl.ClCC=1C=C2C=C(C(OC2=CC1)=O)C(=O)OC1=CC=C(C=C1)CN